2-[(6R,8aS)-6-ethyl-3-oxo-1,5,6,7,8,8a-hexahydroimidazo[1,5-a]pyrazin-2-yl]-5-chloro-benzonitrile C(C)[C@H]1NC[C@@H]2N(C1)C(N(C2)C2=C(C#N)C=C(C=C2)Cl)=O